(3R,4R)-3-methyltetrahydro-2H-pyran-4-amine hydrochloride Cl.C[C@H]1COCC[C@H]1N